12-(trimethoxysilyl)-1-dodecanethiol CO[Si](CCCCCCCCCCCCS)(OC)OC